FC1=C(C=CC(=C1C)C(F)(F)F)NC(C)=O N-(2-fluoro-3-methyl-4-(trifluoromethyl)phenyl)acetamide